[Na+].C(CCC(=O)[O-])(=O)[O-].[Na+] succinate Sodium